C(C1=CC=CC=C1)NC(=O)C12C(C3C(C(N1)=O)C(CN3CCC(C)C)C2)CC(C)C N-benzyl-7-isobutyl-1-isopentyl-4-oxooctahydro-6H-3,6-methanopyrrolo[3,2-c]pyridine-6-carboxamide